4'-((1,7'-dimethyl-2'-propyl-1H,3'H-[2,5'-bibenzo[d]imidazol]-3'-yl)methyl)-3-hydroxy-[1,1'-biphenyl]-2-carboxylic acid CN1C(=NC2=C1C=CC=C2)C2=CC1=C(N=C(N1CC1=CC=C(C=C1)C=1C(=C(C=CC1)O)C(=O)O)CCC)C(=C2)C